N-[(1S)-2-[[(1S,2R,6S,7S,8S)-8-Cyano-3,5-dioxo-4-azatricyclo[5.2.2.02,6]undecan-8-yl]amino]-1-(cyclopropylmethyl)-2-oxo-ethyl]-4-methoxy-1H-indole-2-carboxamide C(#N)[C@]1([C@@H]2[C@@H]3C(NC([C@@H]3[C@H](C1)CC2)=O)=O)NC([C@H](CC2CC2)NC(=O)C=2NC1=CC=CC(=C1C2)OC)=O